[3-(5-chloro-2-thienyl)pyrrolidin-1-yl]-(3-pyridazin-4-yl-1H-pyrazol-5-yl)methanone ClC1=CC=C(S1)C1CN(CC1)C(=O)C1=CC(=NN1)C1=CN=NC=C1